C(C)(C)C1=C(C(=CC=C1C(C)C)C(C)C)N=C=NC1=C(C(=CC=C1C(C)C)C(C)C)C(C)C bis(2,6-diisopropylisopropylphenyl)carbodiimide